Cl.C(C1=CC=CC=C1)OC(=O)NCCNCCNC(=O)OCC1=CC=CC=C1 Bis(2-(benzyloxycarbonylamino)ethyl)amine hydrochloride